ClC1=NC=CC(=N1)Br 2-chloro-4-bromopyrimidine